1-(1-(2-(benzo[d]thiazol-2-yl)-4-hydroxypyrrolidin-1-yl)-3-methyl-1-oxobutan-2-yl)-1H-1,2,3-triazole-4-carboxylic acid methyl ester COC(=O)C=1N=NN(C1)C(C(=O)N1C(CC(C1)O)C=1SC2=C(N1)C=CC=C2)C(C)C